CC(CC(C(=O)OC([2H])([2H])[2H])C[2H])(C)[N+](=O)[O-] methyl-d3 4-methyl-2-(methyl-d)-4-nitropentanoate